FC1=CC(=C(C(=O)NC23CC(C2)(C3)C(F)(F)F)C=C1)NS(=O)(=O)C 4-fluoro-2-(methylsulfonamido)-N-(3-(trifluoromethyl)bicyclo[1.1.1]pentan-1-yl)benzamide